3,8-bis(diphenylamino)pyrene C1(=CC=CC=C1)N(C=1C=CC2=CC=C3C(=CC=C4C=CC1C2=C43)N(C4=CC=CC=C4)C4=CC=CC=C4)C4=CC=CC=C4